2-(4-((4-([1,1'-biphenyl]-3-yl)-5-fluoropyrimidin-2-yl)amino)-2-oxopiperidin-1-yl)acetic acid C1(=CC(=CC=C1)C1=NC(=NC=C1F)NC1CC(N(CC1)CC(=O)O)=O)C1=CC=CC=C1